C1(CCCC1)C[C@@H](C(=O)O)N(C)C(=O)OCC1C2=CC=CC=C2C=2C=CC=CC12 (2S)-3-cyclopentyl-2-[9H-fluoren-9-ylmethoxycarbonyl-(methyl)amino]propanoic acid